N-[2-(2-bromo-4-methylphenyl)-2,2-difluoroethyl]-6-chloro-3-(3-cyclopropyl-2-fluoro-phenoxy)-5-methylpyridazine-4-carboxamide BrC1=C(C=CC(=C1)C)C(CNC(=O)C1=C(N=NC(=C1C)Cl)OC1=C(C(=CC=C1)C1CC1)F)(F)F